C1(CC1)C=1N=C(C2=CC3=C(C=C2C1C1=CC=C(C=C1)F)C=NN3)N=S3(CCCC3)=O 1-((6-cyclopropyl-5-(4-fluorophenyl)-1H-pyrazolo[4,3-g]isoquinolin-8-yl)imino)tetrahydro-1H-1λ6-thiophene 1-oxide